CN1CC=C(C12COCC2)C2=CC=1C(=NC=CC1NC=1C=CC3=C(N=CS3)C1)S2 N-(2-(1-methyl-7-oxa-1-azaspiro[4.4]non-3-en-4-yl)thieno[2,3-b]pyridin-4-yl)benzo[d]thiazol-5-amine